(1S,2r)-2-((S)-8-(((S)-1-acetylpyrrolidin-3-yl)oxy)-5-bromo-1-((1,3-dioxoisoindolin-2-yl)methyl)-1,2,3,4-tetrahydroisoquinoline-2-carbonyl)cyclohexane-1-carboxylic acid C(C)(=O)N1C[C@H](CC1)OC=1C=CC(=C2CCN([C@@H](C12)CN1C(C2=CC=CC=C2C1=O)=O)C(=O)[C@H]1[C@H](CCCC1)C(=O)O)Br